N-isopropyl-1,3-propanedi-amine C(C)(C)NCCCN